hexafluoro-iridium (III) F[Ir-3](F)(F)(F)(F)F